Methyl (E)-2-(2-(dimethylamino)vinyl)-4-methoxy-5-nitrobenzoate CN(/C=C/C1=C(C(=O)OC)C=C(C(=C1)OC)[N+](=O)[O-])C